γ-glutamyl-S-allylthiocysteine N[C@@H](CCC(=O)N[C@@H](CS)C(=SCC=C)O)C(=O)O